C1(CC1)C1=C(C=CC(=C1)F)N(C(CC(C)(C)O)=O)C1=CC=C(C2=NON=C21)[N+](=O)[O-] N-(2-cyclopropyl-4-fluorophenyl)-3-hydroxy-3-methyl-N-(7-nitrobenzo[c][1,2,5]oxadiazol-4-yl)butanamide